[3-[2-fluoro-4-(trifluoromethyl)phenyl]-7-hydroxy-4-quinolyl]-(2,3,5,6-tetradeuterio-4-fluoro-phenyl)methanone FC1=C(C=CC(=C1)C(F)(F)F)C=1C=NC2=CC(=CC=C2C1C(=O)C1=C(C(=C(C(=C1[2H])[2H])F)[2H])[2H])O